4-methyl-N-(3-(1-(triisopropylsilyl)-1H-pyrrol-3-yl)benzylidene)benzenesulfonamide CC1=CC=C(C=C1)S(=O)(=O)N=CC1=CC(=CC=C1)C1=CN(C=C1)[Si](C(C)C)(C(C)C)C(C)C